3-(3,4,5-trimethoxyphenyl)-2-propenyl acetate C(C)(=O)OCC=CC1=CC(=C(C(=C1)OC)OC)OC